D(-)-tartrate C(=O)([O-])[C@@H](O)[C@H](O)C(=O)[O-]